(Sa)-6-(4-Chloro-1-((3'-cyano-[1,1'-biphenyl]-4-yl)methyl)-1H-indazol-7-carboxamido)-spiro[3.3]heptan ClC1=C2C=NN(C2=C(C=C1)C(=O)NC1CC2(CCC2)C1)CC1=CC=C(C=C1)C1=CC(=CC=C1)C#N